(4S)-tert-butyl 4-((1-(2-chlorophenyl)-2-(3,3-difluoro cyclobutylamino)-2-oxoethyl)(3-fluoro-phenyl)carbamoyl)-2-oxoimidazolidine-1-carboxylate ClC1=C(C=CC=C1)C(C(=O)NC1CC(C1)(F)F)N(C(=O)[C@H]1NC(N(C1)C(=O)OC(C)(C)C)=O)C1=CC(=CC=C1)F